2,5-dimethyl-6-ethyloctane CC(C)CCC(C(CC)CC)C